BrC=1C=CC(=NC1)CC(=O)NNC(=O)C=1C=CC(=NC1)NC(OC(C)(C)C)=O tert-butyl (5-(2-(2-(5-bromopyridin-2-yl)acetyl)hydrazine-1-carbonyl)pyridin-2-yl)carbamate